(R)-3-(4-(4-(1-((S)-3-methylbut-2-yl)-1H-pyrazol-4-yl)pyrazolo[1,5-a]pyrazin-6-yl)-1H-pyrazol-1-yl)propane-1,2-diol CC([C@H](C)N1N=CC(=C1)C=1C=2N(C=C(N1)C=1C=NN(C1)C[C@H](CO)O)N=CC2)C